8-methoxymethoxy-1,3,5-trimethyloctylmagnesium bromide COCOCCCC(CC(CC(C)[Mg]Br)C)C